ClC1=CC=2C(C3=C(C(N(C3C3=CC(=C(C(=C3)OC)OC)F)CCCN(C)C)=O)OC2C=C1)=O 7-Chloro-2-(3-(dimethylamino)propyl)-1-(3-fluoro-4,5-dimethoxyphenyl)-1,2-dihydrochromeno[2,3-c]pyrrole-3,9-dione